1-tert-butyl-N-{[3-(4-{[(3S,4R)-3-fluoro-1-methylpiperidin-4-yl]amino}-1-(2,2,2-trifluoroethyl)-1H-indol-2-yl)-1,2,4-oxadiazol-5-yl]methyl}-1H-imidazole-4-carboxamide C(C)(C)(C)N1C=NC(=C1)C(=O)NCC1=NC(=NO1)C=1N(C2=CC=CC(=C2C1)N[C@H]1[C@H](CN(CC1)C)F)CC(F)(F)F